1-[3-(4-Bromo-2-methyl-2H-pyrazol-3-yl)-4-methoxy-phenyl]-3-(3-chloro-phenyl)-urea BrC1=C(N(N=C1)C)C=1C=C(C=CC1OC)NC(=O)NC1=CC(=CC=C1)Cl